C(C)(C)(C)OC(N[C@](COC)(C)C1=NC=CC(=C1)Br)=O |r| rac-(2-(4-bromopyridin-2-yl)-1-methoxypropan-2-yl)carbamic acid tert-butyl ester